2-Ethyl 2-(3-(2-((S)-2-(2-hydroxyphenyl)-6a,7,9,10-tetrahydro-5H-pyrazino[1',2':4,5]pyrazino[2,3-c]pyridazin-8(6H)-yl)ethoxy)isoxazol-5-yl)-3-methylbutanoate OC1=C(C=CC=C1)C=1C=C2C(=NN1)NC[C@@H]1N2CCN(C1)CCOC1=NOC(=C1)C(C(=O)OCC)C(C)C